FC1=C(C=CC(=C1)S(=O)(=O)C)COC1CN(C1)C(=O)N1CC(CC1)C1=NN=CN1 [3-[(2-Fluoro-4-methylsulfonyl-phenyl)methoxy]azetidin-1-yl]-[3-(4H-1,2,4-triazol-3-yl)pyrrolidin-1-yl]methanone